2-(7-(diethylamino)-4-methyl-2-oxo-2H-chromen-3-yl)ethyl (3-(((methylamino)oxy)carbonyl)benzyl)carbamate CNOC(=O)C=1C=C(CNC(OCCC=2C(OC3=CC(=CC=C3C2C)N(CC)CC)=O)=O)C=CC1